N(=[N+]=[N-])C[C@@H]([C@H]([C@@H]([C@H](C=O)O)O)O)O 6-Azido-6-Deoxy-L-Idose